1,1,2-trifluorotrichloroethane FC(C(F)(Cl)Cl)(F)Cl